The molecule is a 2,3-dihydro-3-hydroxyanthranilic acid in which both stereocentres have R-configuration. It is an enantiomer of a (2S,3S)-2,3-dihydro-3-hydroxyanthranilic acid. It is a tautomer of a (2R,3R)-2,3-dihydro-3-hydroxyanthranilic acid zwitterion. C1=C[C@H]([C@@H](C(=C1)C(=O)O)N)O